N2-(4-(2,5-diazabicyclo[2.2.1]heptan-2-yl)phenyl)-9-cyclopentyl-N8-phenyl-9H-purine-2,8-diamine C12N(CC(NC1)C2)C2=CC=C(C=C2)NC2=NC=C1N=C(N(C1=N2)C2CCCC2)NC2=CC=CC=C2